C(C)[C@@H]1C(OC[C@@H]1CC=1N(C=NC1)C)=O (3S,4R)-3-ethyl-4-[(3-methylimidazol-4-yl)methyl]oxolan-2-one